4-[1-(3-nitrobenzoyl)-1H-pyrrolo[2,3-c]pyridin-4-yl]benzonitrile [N+](=O)([O-])C=1C=C(C(=O)N2C=CC=3C2=CN=CC3C3=CC=C(C#N)C=C3)C=CC1